2-hydroxysuccinic anhydride OC1C(=O)OC(C1)=O